N-[6-[2-(dimethylamino)-[1,2,4]triazolo[1,5-a]pyridin-7-yl]-2-methoxy-3-pyridyl]-5-methyl-3-phenyl-isoxazole-4-carboxamide hydrochloride Cl.CN(C1=NN2C(C=C(C=C2)C2=CC=C(C(=N2)OC)NC(=O)C=2C(=NOC2C)C2=CC=CC=C2)=N1)C